2-ethanediyl phosphonate P1(OCCO1)=O